C(#N)C1=CC=C(C(=O)NC(=N)[C@H]2N3C(N([C@H](CC2)C3)O)=O)C=C1 4-cyano-N-(((2S,5R)-6-hydroxy-7-oxo-1,6-diazabicyclo[3.2.1]oct-2-yl)(imino)methyl)benzamide